((4-(2,6-dimethylmorpholino)-3-methylphenyl)amino)-4-(2-(methylamino)ethyl)-2H-benzo[b][1,4]oxazin-3(4H)-one CC1OC(CN(C1)C1=C(C=C(C=C1)NC1C(N(C2=C(O1)C=CC=C2)CCNC)=O)C)C